pyrrolo[2,3-c]pyridine N1C=CC=2C1=CN=CC2